N1(C=CC=C1)S(=O)(=O)O pyrrole-1-sulfonic acid